NC1=NC(=C(C=C1C=1C=C2C(=CNC(C2=CC1)=O)F)C1=CC(=C(C=C1)C1CCOCC1)CN(C)C)F 6-(2-amino-5-(3-((dimethylamino)methyl)-4-(tetrahydro-2H-pyran-4-yl)phenyl)-6-fluoropyridin-3-yl)-4-fluoroisoquinolin-1(2H)-one